(1r,3r)-3-((2,2-difluorobenzo[d][1,3]dioxol-5-yl)oxy)-N-((6-fluoroisoquinolin-5-yl)methyl)cyclobutan-1-amine hydrochloride Cl.FC1(OC2=C(O1)C=CC(=C2)OC2CC(C2)NCC2=C1C=CN=CC1=CC=C2F)F